tert-Butyl 4-[(4-bromo-2-carbamoylphenyl)carbamoyl]-4-fluoropiperidine-1-carboxylate BrC1=CC(=C(C=C1)NC(=O)C1(CCN(CC1)C(=O)OC(C)(C)C)F)C(N)=O